N[C@H]1CN(CC1)N1C(=NC=2C1=C1C(=NC2)N(C=C1)S(=O)(=O)C1=CC=C(C)C=C1)CC(=O)[O-] 1-((R)-3-aminopyrrolidin-1-yl)-6-p-toluenesulfonyl-1,6-dihydroimidazo[4,5-d]pyrrolo[2,3-b]pyridine-2-acetate